FC=1C=C(C=CC1)[C@@H](O)C12CCC(CC1)(N2)CC[C@@H]2CC[C@H](CC2)OC (R)-(3-Fluorophenyl)(4-(2-(trans-4-methoxycyclohexyl)ethyl)-7-azabicyclo-[2.2.1]heptan-1-yl)methanol